2-amino-4-(4-methoxyphenyl)thiazole-5-carbonitrile NC=1SC(=C(N1)C1=CC=C(C=C1)OC)C#N